2-(7-methoxyquinolin-4-yl)-1-thiomorpholinoethan-1-one COC1=CC=C2C(=CC=NC2=C1)C1SCCN(C1)C(C)=O